(S)-4-((3-chloro-2,4-difluorophenyl)(methyl)carbamoyl)-2-oxo-3-(4-(trifluoromethyl) isoxazolo[5,4-b]pyridin-6-yl)imidazolidine-1-carboxylate ClC=1C(=C(C=CC1F)N(C(=O)[C@H]1N(C(N(C1)C(=O)[O-])=O)C1=CC(=C2C(=N1)ON=C2)C(F)(F)F)C)F